BrC1=CC=C2C(N(C(NC2=C1)=O)C=1C=NC=C2C=CC=NC12)=O 7-bromo-3-(1,6-naphthyridin-8-yl)quinazoline-2,4(1H,3H)-dione